BrC1=C(C=C(C(=C1)OCC(CCCC)CC)Br)OCC(CCCC)CC 1,4-dibromo-2,5-bis((2-ethylhexyl)oxy)Benzene